1-bromo-5-(3,4-dihydrospiro[benzo[b][1,4]oxazine-2,1'-cyclopropane]-4-carbonyl)-2-methoxybenzonitrile BrC1(C#N)C(C=CC(=C1)C(=O)N1C2=C(OC3(CC3)C1)C=CC=C2)OC